C1(CC1)/C=C/C=1N(C(=C(N1)C1=NC2=C(C=NC(=C2)C(F)(F)F)N1C)S(=O)(=O)CC)C 2-{2-[(E)-2-Cyclopropylvinyl]-5-(ethylsulfonyl)-1-methyl-1H-imidazol-4-yl}-3-methyl-6-(trifluoromethyl)-3H-imidazo[4,5-c]pyridine